[Cl-].C(=O)(O)C=1C(=C2NC1C(=C1C(C(C(=N1)C=C1C(=C(C(N1)=CC=1C(=C(C(N1)=C2)CC)C)C=C)C)C)CCC(=O)O)CC(=O)NCCNC(CCC[P+](C2=CC=CC=C2)(C2=CC=CC=C2)C2=CC=CC=C2)=O)C (4-((2-(2-(3-carboxy-7-(2-carboxyethyl)-18-ethyl-2,8,12,17-tetramethyl-13-vinyl-7H,8H-porphyrin-5-yl)acetamido)ethyl)amino)-4-oxobutyl)triphenylphosphonium chloride